CC1=C(C=C(C=O)C=C1)COC1OCCCC1 4-methyl-3-{[(oxan-2-yl)oxy]methyl}benzaldehyde